C(CCCC)C1CC=CC(O1)=O 5,6-dihydro-6-amyl-2H-pyran-2-one